C(C)(C)NC(=O)C(C)C N,1-diisopropylformamide